3-Phenyl-2-butenoic acid C1(=CC=CC=C1)C(=CC(=O)O)C